Fluoropyrimidinone C1=C(NC(=O)N=C1)F